C(C1=CC=CC=C1)OC1=NC(=CC=C1N1C(N(C2=C1C=C(C(=C2)Br)F)C)=O)OCC2=CC=CC=C2 1-(2,6-bis(benzyloxy)pyridin-3-yl)-5-bromo-6-fluoro-3-methyl-1H-benzo[d]imidazol-2(3H)-one